1-hydroxypyrrole-3-carboaldehyde ON1C=C(C=C1)C=O